C(C1=CC=CC=C1)C(C(=O)C1=CC=C(C=C1)N1CCOCC1)(CC)N(C)C 2-benzyl-2-dimethylamino-1-(4-morpholinophenyl)-butane-1-one